CN1C(=CC=2N=NC(=CC21)C2=C(C=CC=C2)O)C2CCNCC2 2-(5-methyl-6-(piperidin-4-yl)-5H-pyrrolo[3,2-c]pyridazin-3-yl)phenol